(1S,3S)-N1-(5-(2-fluorophenyl)pyridin-2-yl)cyclopentane-1,3-diamine FC1=C(C=CC=C1)C=1C=CC(=NC1)N[C@@H]1C[C@H](CC1)N